CN1[C@@H](CCC1)COC1=NC=2C[C@H](CCC2C(=N1)N1C[C@@H](NCC1)CC#N)C1=CC=CC2=CC=CC=C12 2-((S)-4-((S)-2-(((S)-1-methylpyrrolidin-2-yl)methoxy)-7-(naphthalen-1-yl)-5,6,7,8-tetrahydroquinazolin-4-yl)piperazin-2-yl)acetonitrile